C(C)(C)(C)OC(=O)N1[C@@H](CCC1)CO (S)-N-tert-butoxycarbonylprolinol